1-phenylpropan-one C1(=CC=CC=C1)CC(C)=O